C(C1=CC=CC=C1)[Al](CCCCCCCC)Cl benzyl-n-octylaluminum chloride